C[C@@H]1N(C[C@H](N(C1)C(C)C=1C=C2N=CC=NC2=CC1)C)C=1N(N=C2C1N(C(C=C2)=O)C)C2OCCCC2 ((2S,5R)-2,5-dimethyl-4-(1-(quinoxalin-6-yl)ethyl)piperazin-1-yl)-4-methyl-2-(tetrahydro-2H-pyran-2-yl)-2,4-dihydro-5H-pyrazolo[4,3-b]pyridin-5-one